C(C1=CC=CC=C1)N(C(=O)C=1C2=C(N(N1)C)C=1C=C(C=CC1OC2)Cl)CC2=CC=C(C(=O)O)C=C2 4-((N-benzyl-8-chloro-1-methyl-1,4-dihydrochromeno[4,3-c]pyrazole-3-carboxamido)methyl)benzoic acid